4-[[3-[2,3-difluoro-4-(2-methyltriazol-4-yl)oxy-phenyl]imidazo[1,2-a]pyrazin-8-yl]amino]-2-ethyl-N-[[1-methyl-1-(pyrrolidin-3-ylmethyl)piperidin-1-ium-4-yl]methyl]benzamide formate C(=O)[O-].FC1=C(C=CC(=C1F)OC1=NN(N=C1)C)C1=CN=C2N1C=CN=C2NC2=CC(=C(C(=O)NCC1CC[N+](CC1)(CC1CNCC1)C)C=C2)CC